tert-Butyl 3-cyano-1-isopropyl-7-oxo-1,4,6,7-tetrahydrospiro[indazole-5,4'-piperidine]-1'-carboxylate C(#N)C1=NN(C=2C(CC3(CCN(CC3)C(=O)OC(C)(C)C)CC12)=O)C(C)C